1-cyclopropyl-2-(4-(2-(methylsulfanyl)-5-(trifluoromethyl)pyrimidin-4-yl)-1H-pyrazol-1-yl)ethan-1-one C1(CC1)C(CN1N=CC(=C1)C1=NC(=NC=C1C(F)(F)F)SC)=O